Cl.S1C=CC(=C1)C#N Thiophene-4-carbonitrile hydrochloride